(S)-tert-butyl 4-((3-chloro-2,4-difluorophenyl)(methyl)carbamoyl)-3-(6-methyl-4-(trifluoromethyl)pyridin-2-yl)-2-oxo-imidazolidine-1-carboxylate ClC=1C(=C(C=CC1F)N(C(=O)[C@H]1N(C(N(C1)C(=O)OC(C)(C)C)=O)C1=NC(=CC(=C1)C(F)(F)F)C)C)F